ClC=1N=C(C2=C(N1)C(=C(S2)CN2CCC(CC2)N2N=CC(=C2)C=2C=C1CC[C@@H](N(C1=CC2)C(C)=O)C)C)N2CCOCC2 (S)-1-(6-(1-(1-((2-Chloro-7-methyl-4-morpholinothieno[3,2-d]pyrimidin-6-yl)methyl)piperidin-4-yl)-1H-pyrazol-4-yl)-2-methyl-3,4-dihydroquinolin-1(2H)-yl)ethan-1-one